(4-(benzylthio)-1-((2-(trimethylsilyl)ethoxy)methyl)-1H-imidazol-2-yl)(3-chloro-4-fluorophenyl)methyl diisopropylcarbamate C(C)(C)N(C(OC(C1=CC(=C(C=C1)F)Cl)C=1N(C=C(N1)SCC1=CC=CC=C1)COCC[Si](C)(C)C)=O)C(C)C